1-[4-[5-(3-bromo-7,8-dihydro-6H-pyrido[3,2-b]pyrrolizin-5-yl)-3-pyridinyl]phenyl]pyrrolidin-2-one BrC1=CC=2C(=C3CCCN3C2N=C1)C=1C=C(C=NC1)C1=CC=C(C=C1)N1C(CCC1)=O